(5R)-5-[[[4-amino-8-(cis-4-aminocyclohexyloxy)-5,5-dimethyl-6H-benzo[H]quinazolin-7-yl]amino]methyl]oxazolidin-2-one bismuth bismuth lanthanum [La].[Bi].[Bi].NC1=NC=NC=2C3=C(CC(C12)(C)C)C(=C(C=C3)O[C@@H]3CC[C@@H](CC3)N)NC[C@@H]3CNC(O3)=O